FC(N1N=CC(=C1C1=CC=2N(C=C1)N(CC2)C=2C=NN(C2)C)OC[C@@H]2N(CC2)CC)F 5-[2-(difluoromethyl)-4-[[(2R)-1-ethylazetidin-2-yl]methoxy]pyrazol-3-yl]-N-(1-methylpyrazol-4-yl)pyrazolo[1,5-a]pyridin